CC1=CC=C(C(=O)C2CCN(CC2)C(=O)C2=CC=C(C=C2)C2C(NC(N2)=O)=O)C=C1 5-{4-[4-(4-methylbenzoyl)piperidine-1-carbonyl]phenyl}imidazolidine-2,4-dione